BrC1=C(C=C(C(=C1)OC)OC)S(=O)(=O)NCC=1N=NN(C1)CC1=CC=C(C=C1)F 2-bromo-N-((1-(4-fluorobenzyl)-1H-1,2,3-triazol-4-yl)methyl)-4,5-dimethoxybenzenesulfonamide